FC=1C=C(C=C(C1C1CCN(CC1)C)F)NC1=NC=C(C(=N1)NC=1C=CC(=C(C1)NS(=O)(=O)C(C)(C)C)F)C N-(5-((2-((3,5-Difluoro-4-(1-methylpiperidin-4-yl)phenyl)amino)-5-methylpyrimidin-4-yl)amino)-2-fluorophenyl)-2-methylpropane-2-sulfonamide